CN(C)C1=CC=C(C=C1)N(C)C.Cl.Cl N,N,N,N-tetramethyl-p-phenylenediamine dihydrochloride